COC=1C(C(=C(C(C1OC)=O)C)C=CCCCCCCCC)=O 2,3-dimethoxy-5-methyl-6-decenylbenzoquinone